5-METHYL-1H-IMIDAZOLE-4-CARBOXYLIC ACID CC1=C(N=CN1)C(=O)O